diethylene glycol monocaprylate C(CCCCCCC)(=O)OCCOCCO